2-(2-fluorophenethyl)-6-(3-methoxyphenyl)-3,4-dihydroisoquinolin-1(2H)-one FC1=C(CCN2C(C3=CC=C(C=C3CC2)C2=CC(=CC=C2)OC)=O)C=CC=C1